Cl.ClC1=CC=C(C=C1)C1=CC=C(N1C1=C(C=C(C=C1)Cl)C(F)(F)F)C1=CC=C(C(=O)NCCN(C)C)C=C1 4-[5-(4-chlorophenyl)-1-[4-chloro-2-(trifluoromethyl)phenyl]pyrrol-2-yl]-N-[2-(dimethylamino)ethyl]-benzamide hydrochloride